(5,6-dihydro-4H-pyrrolo[1,2-b]pyrazol-2-yl)carbamic acid tert-butyl ester C(C)(C)(C)OC(NC=1C=C2N(N1)CCC2)=O